4-iodo-2-(6-azaspiro[2.5]octan-6-yl)benzamide IC1=CC(=C(C(=O)N)C=C1)N1CCC2(CC2)CC1